CC1=CC=CC(=N1)C1=C(N=CN1)C=1C=C2C=C(C=NC2=CC1)C(=O)OCCCN1CC2(C1)CNC2 3-(2,6-diazaspiro[3.3]heptan-2-yl)propyl 6-(5-(6-methylpyridin-2-yl)-1H-imidazol-4-yl)quinoline-3-carboxylate